iridium (III) bis[2-(4,6-difluorophenyl)pyridine] picolinate N1=C(C=CC=C1)C(=O)[O-].FC1=CC=C(C(=C1)F)C1=NC=CC=C1.FC1=CC=C(C(=C1)F)C1=NC=CC=C1.[Ir+3].N1=C(C=CC=C1)C(=O)[O-].N1=C(C=CC=C1)C(=O)[O-]